6-(1-methylbenzimidazol-4-yl)-3-(4-morpholinoanilino)pyrazine-2-carboxamide CN1C=NC2=C1C=CC=C2C2=CN=C(C(=N2)C(=O)N)NC2=CC=C(C=C2)N2CCOCC2